COC(C1=C(C(=C(C=C1C)OCCC=C)C)O)=O 4-(but-3-en-1-yloxy)-2-hydroxy-3,6-dimethylbenzoic acid methyl ester